2-methyl-5-(3-methoxyphenyl)-N-(3-(2,2-difluoropropyl)-1,2,4-thiadiazol-5-yl)furan-3-carboxamide CC=1OC(=CC1C(=O)NC1=NC(=NS1)CC(C)(F)F)C1=CC(=CC=C1)OC